CCCCCCCC/C=C\CCCCCCCC(=O)OC[C@H](COP(=O)(O)OC[C@H](CO)O)OC(=O)CCC/C=C\C/C=C\C/C=C\C/C=C\C/C=C\CC 1-(9Z-octadecenoyl)-2-(5Z,8Z,11Z,14Z,17Z-eicosapentaenoyl)-glycero-3-phospho-(1'-sn-glycerol)